N[C@H]1[C@@H]2N(C[C@H]1CC2)C(=O)C2=CC1=C(N(C(=N1)C=1N(C3=CC(=CC=C3C1)C1=CC=C(C=C1)CNS(=O)(=O)C)CC1CC1)C)C(=C2)OC N-{[4-(2-{5-[(1R,4R,7R)-7-amino-2-azabicyclo[2.2.1]heptane-2-carbonyl]-7-methoxy-1-methyl-1H-1,3-benzodiazol-2-yl}-1-(cyclopropylmethyl)-1H-indol-6-yl)phenyl]methyl}methanesulfonamide